FC/C=C/C(=O)O (2E)-4-fluorobut-2-enoic acid